2-(3,6-bis(dimethylamino)xanthylium-9-yl)-5-(N-(1,2,3,10-tetramethoxy-9-oxo-5,6,7,9-tetrahydrobenzo[a]heptalen-7-yl)sulfamoyl)benzenesulfonate CN(C=1C=CC2=C(C3=CC=C(C=C3[O+]=C2C1)N(C)C)C1=C(C=C(C=C1)S(NC1CCC2=C(C3=CC=C(C(C=C13)=O)OC)C(=C(C(=C2)OC)OC)OC)(=O)=O)S(=O)(=O)[O-])C